N-(2-(3-(2-((1,5-dimethyl-1H-pyrazol-3-yl)amino)-5-methylpyrimidin-4-yl)-1H-indol-7-yl)-1-oxoisoindolin-4-yl)picolinamide CN1N=C(C=C1C)NC1=NC=C(C(=N1)C1=CNC2=C(C=CC=C12)N1C(C2=CC=CC(=C2C1)NC(C1=NC=CC=C1)=O)=O)C